C2-amino-5-chloro-7-(methylamino)pyrazolo[1,5-a]pyrimidine-3-carboxylic acid ethyl ester C(C)OC(=O)C=1C(=NN2C1N=C(C=C2NC)Cl)N